ClC=1C=C(C=CC1)[C@@H]1[C@H](C1)C(=O)NC1=CC(=NC=N1)NCC=1N=C2N(C=C(C=C2OC2CN(C2)C(=O)OC(C)(C)C)C2CC2)C1 tert-butyl 3-((2-(((6-((1S,2S)-2-(3-chlorophenyl)cyclopropane-1-carboxamido)pyrimidin-4-yl)amino)methyl)-6-cyclopropylimidazo[1,2-a]pyridin-8-yl)oxy)azetidine-1-carboxylate